OC1(CC(C1)N1C=CC=2C1=NC=C(C2)OCCN2CCC1(CC2)C(NC2=CC=C(C=C21)C#N)=O)C 1'-(2-{[1-(3-hydroxy-3-methylcyclobutyl)-1H-pyrrolo[2,3-b]pyridin-5-yl]oxy}ethyl)-2-oxo-1,2-dihydrospiro[indole-3,4'-piperidine]-5-carbonitrile